(S)-6-(1-amino-1,3-dihydrospiro[indene-2,4'-piperidine]-1'-yl)-3-(1-(2-chlorophenyl)cyclopropyl)-1,5-dihydro-4H-pyrazolo[3,4-d]pyrimidin-4-one N[C@@H]1C2=CC=CC=C2CC12CCN(CC2)C=2NC(C1=C(N2)NN=C1C1(CC1)C1=C(C=CC=C1)Cl)=O